3-(1-(3,4-Dichlorobenzyl)-1H-1,2,3-triazol-4-yl)-2-(3,4-dichlorophenyl)imidazo[1,2-a]pyridin ClC=1C=C(CN2N=NC(=C2)C2=C(N=C3N2C=CC=C3)C3=CC(=C(C=C3)Cl)Cl)C=CC1Cl